C1CNCCN1 The molecule is an azacycloalkane that consists of a six-membered ring containing two nitrogen atoms at opposite positions. It has a role as an anthelminthic drug. It is a saturated organic heteromonocyclic parent, an azacycloalkane and a member of piperazines. It is a conjugate base of a piperazinium(2+).